ferrocenediformaldehyde [C-]1(C(=CC=C1)C=O)C=O.[CH-]1C=CC=C1.[Fe+2]